(1S,3R)-3-(3-{[(3-methyl-1,2-oxazol-5-yl)acetyl]amino}-1H-pyrazol-5-yl)cyclopentyl propylcarbamate C(CC)NC(O[C@@H]1C[C@@H](CC1)C1=CC(=NN1)NC(CC1=CC(=NO1)C)=O)=O